N-(2-hydroxyethyl)piperidine-1-carboxamide OCCNC(=O)N1CCCCC1